3-(6-bromo-2-pyridyl)-6-(2,2,2-trifluoroethoxy)imidazo[1,2-a]pyrazine BrC1=CC=CC(=N1)C1=CN=C2N1C=C(N=C2)OCC(F)(F)F